C(=CC)C(CSSCC(C)C=CC)C 2-propenyl-propyldisulfide